ClC=1C=C(C=C2C(=NC=NC12)C)C=1C(=NC(=NC1)N)C=1OC=CC1 5-(8-chloro-4-methyl-quinazolin-6-yl)-4-(furan-2-yl)pyrimidin-2-amine